N[C@H](CO)[C@H](CC)C (2S,3S)-2-amino-3-methylpentan-1-ol